(6aR,12bS)-5,6,6a,7,8,12b-hexahydrobenzo[a]phenanthridine C1=CC=CC=2CN[C@@H]3CCC4=C([C@H]3C12)C=CC=C4